CN1C2=NC(=NC(=C2N=C1C1=CC=NC=C1)N1CCN(CC1)C(C)=O)N/N=C/C1=CC(=CC=C1)C (E)-1-(4-(9-methyl-2-(2-(3-methylbenzylidene)hydrazino)-8-(pyridin-4-yl)-9H-purin-6-yl)piperazin-1-yl)ethanone